1-[2-(1,1-dioxo-1,2-thiazolidin-2-yl)-6-[5-[(6-methylpyridazin-3-yl)amino]benzimidazol-1-yl]-3-pyridinyl]ethanone O=S1(N(CCC1)C1=NC(=CC=C1C(C)=O)N1C=NC2=C1C=CC(=C2)NC=2N=NC(=CC2)C)=O